NC=1C(=NC=NC1NCC1=C(C=C(C=C1)OC)OC)C(=O)NCC1=CC(=CC(=C1)C=1C=NN(C1)C)F 5-Amino-6-((2,4-dimethoxybenzyl)amino)-N-(3-fluoro-5-(1-methyl-1H-pyrazol-4-yl)benzyl)pyrimidine-4-Carboxamide